ClC=1C=C(C=CC1Cl)C1CCN(CC1)C(CN1N=C(C2=C1CCC2)C(=O)N2C[C@H](O[C@H](C2)C)C)=O 1-[4-(3,4-Dichlorophenyl)piperidin-1-yl]-2-{3-[(2R,6S)-2,6-dimethylmorpholin-4-carbonyl]-5,6-dihydrocyclopenta[c]pyrazol-1(4H)-yl}ethan-1-on